ClC1=C(C=CC=C1C1=C(C(=NC=C1)C=1C=NC(=C(C1)OC)CN[C@@H]1C(OCC1)=O)Cl)C1=CC=C(C(=N1)OC)CNC[C@@H]1CCC(N1)=O (S)-5-((((6-(2-chloro-3-(3-chloro-5'-methoxy-6'-((((S)-2-oxotetrahydrofuran-3-yl)amino)methyl)-[2,3'-bipyridin]-4-yl)phenyl)-2-methoxypyridin-3-yl)methyl)amino)methyl)pyrrolidin-2-one